OC1=C(C=NC2=CC=C(N=C12)C(F)(F)F)C(=O)OCC ethyl 4-hydroxy-6-(trifluoromethyl)-1,5-naphthyridine-3-carboxylate